O=C1NC(CCC1N1C(C2=CC=C(C=C2C1)CNC(=O)NC1=C(C=CC=C1)OC)=O)=O 1-((2-(2,6-dioxopiperidin-3-yl)-1-oxoisoindolin-5-yl)methyl)-3-(2-methoxyphenyl)urea